CN1C(=NN=C1)CC1(COC1)C1=CC=C2CN(C(C2=C1)=O)C1=NC(=CC(=C1)CN1C[C@H](OCC1)C)C(F)(F)F (R)-6-(3-((4-Methyl-4H-1,2,4-triazol-3-yl)methyl)oxetan-3-yl)-2-(4-((2-methyl-morpholino)methyl)-6-(trifluoromethyl)pyridin-2-yl)isoindolin-1-one